ClC=1C(=C2C=NNC2=CC1C)C=1C(=NN(C1C(F)F)C1CC2(CN(C2)C(C=C)=O)C1)C=1C(=NC=CC1)C 1-(6-(4-(5-Chloro-6-methyl-1H-indazol-4-yl)-5-(difluoromethyl)-3-(2-methylpyridin-3-yl)-1H-pyrazol-1-yl)-2-azaspiro[3.3]heptan-2-yl)prop-2-en-1-one